C(=C)C=1OC(C(N1)(CCCC)CCCC)=O 2-vinyl-4,4-dibutyl-1,3-oxazolin-5-one